FC1=CC=2N(C=C1)C(=CN2)C2=C1CNC(C1=C(C=C2)NC2=NC=C(C=C2)[C@H]2C(N(CC2)C)=O)=O (S)-4-(7-fluoroimidazo[1,2-a]pyridin-3-yl)-7-((5-(1-methyl-2-oxopyrrolidin-3-yl)pyridin-2-yl)amino)isoindolin-1-one